tert-butyl ((5-(2,5-difluoro-3-nitrophenyl)-2-methyl-2H-1,2,3-triazol-4-yl)methyl-d2)(methyl)carbamate FC1=C(C=C(C=C1[N+](=O)[O-])F)C=1C(=NN(N1)C)C([2H])([2H])N(C(OC(C)(C)C)=O)C